(S)-(4-bromo-5-chloro-6-fluoro-2-phenyl-2,3-dihydrobenzofuran-2-yl)methylamine BrC1=C(C(=CC2=C1C[C@](O2)(C2=CC=CC=C2)CN)F)Cl